ClC=1C2=C(N=CN1)NC1=C2C=2C(C(CC1)=O)=C(ON2)C2CC2 11-chloro-3-cyclopropyl-6,7-dihydroisoxazolo[4'',3'':6',7']cyclohepta[1',2':4,5]pyrrolo[2,3-d]pyrimidin-4(5H)-one